3-fluoro-2-{[(2S)-1,1,1-trifluoropropan-2-yl]oxy}benzamide FC=1C(=C(C(=O)N)C=CC1)O[C@H](C(F)(F)F)C